(1S,2S,6S)-6-((S)-5-Chloro-5-fluoro-2-phenyl-2-((S)-pyrrolidin-2-yl)-2,3-dihydrobenzofuran-4-yl)-7-fluoro-1-hydroxy-N,2-dimethyl-2,3-dihydro-1H-indene-5-carboxamide ClC1(C=CC2=C(C[C@@](O2)([C@H]2NCCC2)C2=CC=CC=C2)C1C1=C(C=C2C[C@@H]([C@@H](C2=C1F)O)C)C(=O)NC)F